O1CCN(CC1)CC1=CC(=NC(=C1)NC=1SC=CN1)NC1CN(CCC1)C(C=C)=O 1-(3-(4-(morpholinomethyl)-6-(thiazol-2-ylamino)pyridin-2-ylamino)piperidin-1-yl)prop-2-en-1-one